Cl.FC1=C(C=CC=C1)C1=CC(N(C=N1)CC1(CCNCC1)O)=O 6-(2-fluorophenyl)-3-((4-hydroxypiperidin-4-yl)methyl)pyrimidin-4(3H)-one hydrochloride